2-(6-(4,4-difluoropiperidine-1-carbonyl)naphthalen-1-yl)-6,7-dihydro-5H-pyrrolo[3,4-b]pyridin-5-one FC1(CCN(CC1)C(=O)C=1C=C2C=CC=C(C2=CC1)C1=CC=C2C(=N1)CNC2=O)F